COC1=C(CC=2C3=C(N=C(N2)C=2C(=NC=CC2)C(C)C)NC2=C3C=CN=C2)C=CC(=C1)OC (2,4-Dimethoxybenzyl)-2-(2-isopropylpyridin-3-yl)-9H-pyrido[4',3':4,5]pyrrolo[2,3-d]pyrimidine